FC=1C=C(CC=2C=C(C(=O)OC(C)(C)C)C=CC2)C=CC1C=O tert-butyl 3-(3-fluoro-4-formylbenzyl)benzoate